CC=1C=C(C=C(C1)C)C1=CNC2=CC=CC=C12 3-(3,5-dimethylphenyl)-1H-indole